(3R)-5,6-dichloro-2-oxo-1H-spiro[indole-3,3'-pyrrolidine]-1'-carboxamide ClC=1C=C2C(=CC1Cl)NC([C@@]21CN(CC1)C(=O)N)=O